1-bromoethylamine hydrobromide salt Br.BrC(C)N